Cl.CNS(=O)(=O)C1CNCC1 N-methylpyrrolidine-3-sulfonamide hydrochloride